3-{[(1r,4r)-4-(tert-butoxycarbonyl)cyclohexyl]oxy}benzene-1,2-dicarboxylic acid C(C)(C)(C)OC(=O)C1CCC(CC1)OC1=C(C(=CC=C1)C(=O)O)C(=O)O